[Mn](=O)(=O)([O-])[O-].[Ca+2].[Ca+2].[Mn](=O)(=O)([O-])[O-] dicalcium manganate